4-((methoxymethoxy)carbonyl)-2,3,5,6-tetramethylphenyl 4-hydroxy-2,3,6-trimethyl-5-(3-methylisoxazol-5-yl)benzoate OC1=C(C(=C(C(=O)OC2=C(C(=C(C(=C2C)C)C(=O)OCOC)C)C)C(=C1C1=CC(=NO1)C)C)C)C